4-({[5-(4-methylphenyl)-1,3-oxazol-2-yl]methyl}sulfanyl)-1,3,5-triazin-2-amine CC1=CC=C(C=C1)C1=CN=C(O1)CSC1=NC(=NC=N1)N